C(C)(C)C=1C(=NNC1C=1C=C(C=2N(C1)N=CN2)C)C(=O)NC2CCC(CC2)NCC2COCC2 4-isopropyl-5-(8-methyl-[1,2,4]triazolo[1,5-a]pyridin-6-yl)-N-((1s,4s)-4-(((tetrahydrofuran-3-yl)methyl)amino)cyclohexyl)-1H-pyrazole-3-carboxamide